COC1=C(C=C(C(=O)NCC=2C=NC=CC2)C=C1)NS(=O)(=O)C1=CC=C(C=C1)C 4-methoxy-3-((4-methylphenyl)sulfonylamino)-N-(pyridin-3-ylmethyl)benzamide